4-chloro-1H-indole-7-carboxylic acid ClC1=C2C=CNC2=C(C=C1)C(=O)O